BrC1=CC(=NC2=C(C=C(C=C12)CC)C(=O)OCC)C ethyl 4-bromo-6-ethyl-2-methylquinoline-8-carboxylate